xanthene ditriflate OS(=O)(=O)C(F)(F)F.OS(=O)(=O)C(F)(F)F.C1=CC=CC=2OC3=CC=CC=C3CC12